ClC1=C(C=CC=C1)C=1N=C(SC1)C1N(CCC(C1)C(=O)N)C [4-(2-chlorophenyl)thiazol-2-yl]-1-methyl-piperidine-4-carboxamide